BrC=1SC2=C(N1)C(=CC(=C2)C(=O)N(C)C)Cl 2-Bromo-4-chloro-N,N-dimethyl-1,3-benzothiazole-6-carboxamide